C(C)OCCO[SiH2]OCCOCC bis-(2-ethoxyethoxy)silane